(S)-methyl 2-((1S,3aR,7aS)-2-(7-chloro-1H-indole-2-carbonyl)octahydro-1H-isoindole-1-carboxamido)-3-((S)-2-oxopiperidin-3-yl)propanoate ClC=1C=CC=C2C=C(NC12)C(=O)N1[C@@H]([C@H]2CCCC[C@H]2C1)C(=O)N[C@H](C(=O)OC)C[C@H]1C(NCCC1)=O